rac-methyl (1R,2R,4R,5S)-5-hydroxybicyclo[2.2.1]heptane-2-carboxylate O[C@@H]1[C@H]2C[C@H]([C@@H](C1)C2)C(=O)OC |r|